10-phenoxy-9,10-dihydro-9-oxa-10-phosphaphenanthrene-10-oxide O(C1=CC=CC=C1)P1(OC2=CC=CC=C2C=2C=CC=CC12)=O